(E)-3-(3-(3,5-bis-(trifluoromethyl)-phenyl)-1H-1,2,4-triazol-1-yl)-2-(2-fluorobiphenyl-4-yl)acrylamide FC(C=1C=C(C=C(C1)C(F)(F)F)C1=NN(C=N1)/C=C(/C(=O)N)\C1=CC(=C(C=C1)C1=CC=CC=C1)F)(F)F